N-(3-bromo-2-methoxyphenyl)-4-[({3-[(oxetan-2-yl)methoxy]pyridin-4-yl}methyl)amino]-2-oxo-1,2,5,6-tetrahydropyridine-3-carbothioamide BrC=1C(=C(C=CC1)NC(=S)C=1C(NCCC1NCC1=C(C=NC=C1)OCC1OCC1)=O)OC